2-(3-triethoxysilylpropyl)guanidine C(C)O[Si](CCCN=C(N)N)(OCC)OCC